2-(2,6-dimethylpyrimidin-4-yl)-N-(tetrahydro-2H-pyran-4-yl)-1-((2-(trimethylsilyl)ethoxy)methyl)-1H-pyrrolo[3,2-c]Pyridin-6-amine CC1=NC(=CC(=N1)C1=CC=2C=NC(=CC2N1COCC[Si](C)(C)C)NC1CCOCC1)C